Bipyrazine N1=C(C=NC=C1)C1=NC=CN=C1